S=C1OCC(N1)=O 2-thioxooxazolidin-4-one